n-propyl docosanoate C(CCCCCCCCCCCCCCCCCCCCC)(=O)OCCC